COC(=O)C1=C2C(=NC(=C1)Cl)C(=NN2COCC[Si](C)(C)C)N amino-5-chloro-1-((2-(trimethylsilyl)ethoxy)methyl)-1H-pyrazolo[4,3-b]pyridine-7-carboxylic acid methyl ester